The molecule is a galactonate compound having D-configuration. It has a role as a human metabolite. It is a conjugate base of a D-galactonic acid. It is an enantiomer of a L-galactonate. C([C@H]([C@@H]([C@@H]([C@H](C(=O)[O-])O)O)O)O)O